7-(4-(4-(benzo[b]thiophen-4-yl)piperazin-1-yl)butoxy)-1-(2-hydroxyacetyl)-3,4-dihydroquinolin-2(1H)-one S1C2=C(C=C1)C(=CC=C2)N2CCN(CC2)CCCCOC2=CC=C1CCC(N(C1=C2)C(CO)=O)=O